3-(5-bromo-3,3-dimethyl-3,4-dihydro-isoquinolin-1-yl)quinoline BrC1=C2CC(N=C(C2=CC=C1)C=1C=NC2=CC=CC=C2C1)(C)C